C(C)OP(=O)(OCC)C(C=1C=C(C=CC1)/C(=C/C(=O)O)/C)(F)F (E)-3-(3-((diethoxyphosphoryl)difluoromethyl)phenyl)but-2-enoic acid